1-(difluoromethyl)cyclobutan-1-amine hydrochloride Cl.FC(C1(CCC1)N)F